C(#N)C=1C(=NC(=NC1C=1SC=CC1)SCC=1C=C(C=CC1)CC(=O)O)N1CCOCC1 [3-(5-cyano-4-morpholin-4-yl-6-thiophen-2-yl-pyrimidin-2-ylsulfanylmethyl)-phenyl]-acetic acid